C1(CC1)NC1=NC=C(C=C1)C(F)(F)F N-cyclopropyl-5-(trifluoromethyl)pyridin-2-amine